N1[C@H](CCC1)CCO |r| (±)-2-pyrrolidin-2-ylethanol